(R)-N-(5-(5-cyclobutyl-1,2,4-oxadiazol-3-yl)-2,3-dihydro-1H-inden-1-yl)-2-methyloxazole-5-carboxamide C1(CCC1)C1=NC(=NO1)C=1C=C2CC[C@H](C2=CC1)NC(=O)C1=CN=C(O1)C